Cl.CN1CCC(CCC1)N(N)C(C1=CC=CC=C1)=O (1-methylhexahydroazepin-4-yl)benzoyl-hydrazine hydrochloride